BrC=1C=C(C=CC1)N1C(=C(C(=C1C)/C=N/NC1=NC=CC=C1)C(=O)OCC)C (E)-Ethyl 1-(3-bromophenyl)-2,5-dimethyl-4-((2-(pyridin-2-yl)hydrazono)methyl)-1H-pyrrole-3-carboxylate